OCC1CCNCC1 trans-4-hydroxymethyl-piperidine